C(C)(=O)C1=C2N=C(C(=NC2=CC(=C1)C)C(=O)OCC)OCC1=CC=C(C=C1)OC ethyl 5-acetyl-3-((4-methoxybenzyl)oxy)-7-methylquinoxaline-2-carboxylate